5-(2-((4-((1R,5S)-3,8-diazabicyclo[3.2.1]octan-3-yl)-7-(8-chloronaphthalen-1-yl)-8-fluoropyrido[4,3-d]pyrimidin-2-yl)oxy)ethyl)pyridin-2-amine [C@H]12CN(C[C@H](CC1)N2)C=2C1=C(N=C(N2)OCCC=2C=CC(=NC2)N)C(=C(N=C1)C1=CC=CC2=CC=CC(=C12)Cl)F